COC1=NC=CC2=C(C=CC=C12)N1N=CC(=C1OC(F)(F)F)C(=O)OCC ethyl 1-(1-methoxyisoquinolin-5-yl)-5-(trifluoromethoxy)-1H-pyrazole-4-carboxylate